6-(1-(6-(1H-pyrrolo[2,3-b]pyridin-5-yl)-imidazo[4,5-b]pyrazin-1-yl)-ethyl)-7-fluoroquinoline N1C=CC=2C1=NC=C(C2)C2=CN=C1C(=N2)N(C=N1)C(C)C=1C=C2C=CC=NC2=CC1F